3-(3-((1H-indol-6-yl)amino)-2,5-dioxo-2,5-dihydro-1H-pyrrol-1-yl)piperidine-2,6-dione N1C=CC2=CC=C(C=C12)NC=1C(N(C(C1)=O)C1C(NC(CC1)=O)=O)=O